C[Si](CCOCN1N=C(C=C1)C#C[Si](C)(C)C)(C)C 1-{[2-(trimethylsilyl)ethoxy]methyl}-3-[2-(trimethylsilyl)ethynyl]pyrazole